C(C)(C)(C)OC(=O)N1CC(C1)C=1C=NC(=CC1)F 3-(6-fluoro-3-pyridinyl)azetidine-1-carboxylic acid tert-butyl ester